IC=1N=C(C(=NC1)OCC(C)(OC1OCCCC1)C)C 5-iodo-3-methyl-2-[2-methyl-2-(oxan-2-yloxy)propoxy]pyrazine